2-(3-(3-(3-bromophenyl)ureido)benzylamino)benzamide BrC=1C=C(C=CC1)NC(NC=1C=C(CNC2=C(C(=O)N)C=CC=C2)C=CC1)=O